(E)-3-(6-(4-((1-(3-fluoropropyl)azetidin-3-yl)methyl)phenyl)-3,8,9,10-tetrahydrocyclohepta[e]indol-7-yl)acrylic acid FCCCN1CC(C1)CC1=CC=C(C=C1)C1=C(CCCC=2C=3C=CNC3C=CC21)/C=C/C(=O)O